C12CNCC2C1SC=1C=C2CN(C(C2=CC1)=O)C1C(NC(CC1)=O)=O 3-(5-((3-azabicyclo[3.1.0]hexane-6-yl)thio)-1-oxoisoindolin-2-yl)piperidine-2,6-dione